NC1=CC(N(C(=N1)N1CCC2(CC1)C(C1=CC=CC=C1C2)N)C)=O 6-amino-2-(1-amino-1,3-dihydrospiro[indene-2,4'-piperidine]-1'-yl)-3-methylpyrimidin-4(3H)-one